N1(N=CC=C1)[B-](N1N=CC=C1)(N1N=CC=C1)N1N=CC=C1.[Li+] lithium tetra(1H-pyrazol-1-yl)borate